FC1=C2CCCC2=CC(=C1)OCCN1N=CC=N1 4-fluoro-6-(2-(triazol-2-yl)ethoxy)-2,3-dihydro-1H-inden